N-[2-(2-chlorophenyl)-3-(4-chlorophenyl)-5,6,7,8-tetrahydrooxepino[3,2-c]pyrazol-8-yl]-1-(pyridine-3-carbonyl)piperidine-4-carboxamide ClC1=C(C=CC=C1)N1N=C2C(=C1C1=CC=C(C=C1)Cl)OCCCC2NC(=O)C2CCN(CC2)C(=O)C=2C=NC=CC2